(S)-N-(2,6-Dioxopiperidin-3-yl)-2-fluoro-4-(piperazin-1-yl)benzamide O=C1NC(CC[C@@H]1NC(C1=C(C=C(C=C1)N1CCNCC1)F)=O)=O